Cl.C(C)OC(=O)[C@H]1N(CC2(C1)CCNCC2)C(=O)OCC2=CC=CC=C2 (S)-2,8-diazaspiro[4.5]decane-2,3-dicarboxylic acid 2-benzyl 3-ethyl ester hydrochloride